(S)-3-(1-hydroxy-prop-2-yl)-6,8-bis(pyridin-3-yl)pyrido[3,4-d]pyrimidin-4(3H)-one OC[C@H](C)N1C=NC2=C(C1=O)C=C(N=C2C=2C=NC=CC2)C=2C=NC=CC2